C(N)(=O)C1=CC(=NC2=C1N=CN=C2N[C@@H]2CN(CC[C@H]2F)C(=O)OC(C)(C)C)C2=CC=C(C=C2)OCC(C)(C)O tert-butyl (3R,4R)-3-({8-carbamoyl-6-[4-(2-hydroxy-2-methylpropyloxy) phenyl] pyrido[3,2-d]pyrimidin-4-yl} amino)-4-fluoropiperidine-1-carboxylate